C(C)(=O)N1CCN(CC1)CCNC(=O)C=1C=NC=CC1NC1=CC(=NC2=C1OCCN2)C2=C(C=CC(=C2)Cl)F N-[2-(4-acetylpiperazin-1-yl)ethyl]-4-{[6-(5-chloro-2-fluorophenyl)-2H,3H,4H-pyrido[3,2-b][1,4]oxazin-8-yl]amino}pyridine-3-carboxamide